CN1N=C(C=C1)N1N=C(C=C1N)C(F)(F)F 2-(1-methylpyrazol-3-yl)-5-(trifluoromethyl)pyrazol-3-amine